C(C)(C)C1=CC=C(C=C1)C1=NC2=C(N1)C=CC(=C2)NC(=O)NC=2C(=C1C=CC(OC1=CC2)(C)C)OC 1-(2-(4-isopropylphenyl)-1H-benzo[d]imidazol-5-yl)-3-(5-methoxy-2,2-dimethyl-2H-chromen-6-yl)urea